5-methoxy-2,2-dimethyl-1,3-benzodioxolane COC1=CC2=C(OC(O2)(C)C)C=C1